D-1-thiogalactopyranose SC1[C@H](O)[C@@H](O)[C@@H](O)[C@H](O1)CO